BrCCOC1=CC(=C(C(=C1)F)[C@H]1N([C@@H](CC2=C1NC1=CC=CC=C21)C)CC(C)(C)F)F (1r,3r)-1-(4-(2-bromoethoxy)-2,6-difluorophenyl)-2-(2-fluoro-2-methylpropyl)-3-methyl-2,3,4,9-tetrahydro-1H-pyrido[3,4-b]indole